5-(7-(3-hydroxy-3-methylpyrrolidin-1-yl)pyrazolo[1,5-a]pyrimidin-5-yl)pyrimidine-2,4(1H,3H)-dione OC1(CN(CC1)C1=CC(=NC=2N1N=CC2)C=2C(NC(NC2)=O)=O)C